FC=1C=C(C=CC1F)[C@H]1[C@@H](CN(C1)CCOC)NC(=O)NC1=C(C(=NN1C1=CC=CC=C1)C=1OC(N(N1)C(C)C)=O)C 1-((3S,4R)-4-(3,4-difluorophenyl)-1-(2-methoxyethyl)pyrrolidin-3-yl)-3-(3-(4-isopropyl-5-oxo-4,5-dihydro-1,3,4-oxadiazol-2-yl)-4-methyl-1-phenyl-1H-pyrazol-5-yl)urea